C(C)C=1C=CC(=C(C1)S(=O)(=O)NC1=NOC2=C1C(=CC(=C2)COCCC#CC(=O)N)OC)OC (2-((3-((5-ethyl-2-methoxyphenyl)sulfonamido)-4-methoxybenzo[d]isoxazol-6-yl)methoxy)ethyl)propiolamide